FC1=C(C=CC(=C1)C1=NN(C=N1)C1=CC(=CC=C1)C(F)(F)F)NC(=O)\N=C\1/SCC(N1C1=C(C=CC(=C1)C)OCC(F)(F)F)=O (Z)-1-(2-fluoro-4-(1-(3-(trifluoromethyl)phenyl)-1H-1,2,4-triazol-3-yl)phenyl)-3-(3-(5-methyl-2-(2,2,2-trifluoroethoxy)phenyl)-4-oxothiazolidin-2-ylidene)urea